ClC1=CC=C2CCN(CC2=C1N1CC(=CC=C1)C)C N-(7-Chloro-2-methyl-1,2,3,4-tetrahydroisoquinolin-8-yl)-3-methylpyridine